[2-(methacryloyloxy)-ethyl]-dimethylamine C(C(=C)C)(=O)OCCN(C)C